N1=CC=CC=2CCCC(C12)NC(C1=NC=CC=C1)=O N-(5,6,7,8-tetrahydroquinolin-8-yl)picolinamide